ClC1=C(C(=CC(=C1)F)Cl)C=1C=CC(=C2CCCNC12)C[C@@H](C(=O)OC)NC(C1=C(C=CC=C1F)F)=O methyl (S)-3-(8-(2,6-dichloro-4-fluorophenyl)-1,2,3,4-tetrahydroquinolin-5-yl)-2-(2,6-difluorobenzamido)propanoate